((5-Bromo-4-methylpyridin-3-yl)methyl)ethanesulfonamide BrC=1C(=C(C=NC1)CC(C)S(=O)(=O)N)C